(1S,2S)-2-ALLYLCYCLOPENTYL METHANESULFONATE CS(=O)(=O)O[C@@H]1[C@@H](CCC1)CC=C